S1C2=C(C=C1C(=O)N1CCC3(CC1)CCC(CC3)N(C=3C1=C(N=CN3)NC=C1)C)C=CC=C2 Benzo[b]thiophen-2-yl-{9-[methyl-(7H-pyrrolo[2,3-d]pyrimidin-4-yl)-amino]-3-aza-spiro[5.5]undec-3-yl}-methanone